3-(dimethoxymethyl)-1-(2-fluoro-4-iodophenyl)azetidine COC(C1CN(C1)C1=C(C=C(C=C1)I)F)OC